[2-(hydroxymethyl)-3-(3-oxobutanoyloxy)-2-(3-oxobutanoyloxymethyl) propyl] 3-oxobutanoate O=C(CC(=O)OCC(COC(CC(C)=O)=O)(COC(CC(C)=O)=O)CO)C